C(C)(C)(C)OC(=O)N(C1CCC(CC1)C(=O)OC)C methyl (1s,4s)-4-((tert-butoxycarbonyl)(methyl)amino)cyclohexane-1-carboxylate